FC(OC1=CC=CC=2C(N([C@H]3C=4N([C@@H](C21)C3)C3=C(N4)C=CC(=C3)C#CC=3C=NC(=NC3)NC(C)=O)C([2H])([2H])[2H])=O)F N-(5-(((7R,14R)-1-(difluoromethoxy)-6-(methyl-d3)-5-oxo-5,6,7,14-tetrahydro-7,14-methanobenzo[f]benzo[4,5]imidazo[1,2-a][1,4]diazocin-11-yl)ethynyl)pyrimidin-2-yl)acetamide